(S)-2-((((9H-fluoren-9-yl)methoxy)carbonyl)amino)-3-(3-iodo-4-(((2-(trimethylsilyl)ethoxy)carbonyl)oxy)phenyl)propionic acid C1=CC=CC=2C3=CC=CC=C3C(C12)COC(=O)N[C@H](C(=O)O)CC1=CC(=C(C=C1)OC(=O)OCC[Si](C)(C)C)I